2-[4-(4-Hydroxypiperidin-1-yl)-6-(4-hydroxy-4-phenyl-1-piperidinyl)-pyrimidin-2-ylamino]-4-methyl-thiazole-5-carboxylic acid ethyl ester C(C)OC(=O)C1=C(N=C(S1)NC1=NC(=CC(=N1)N1CCC(CC1)O)N1CCC(CC1)(C1=CC=CC=C1)O)C